C(O)C(C(O)(CO)CO)(O)CO trimethylolglycerol